8-({4-[1-cyclopropyl-4-(trifluoromethyl)imidazol-2-yl]phenyl}methyl)-2-(4-cyclopropyl-6-methoxypyrimidin-5-yl)-4-methyl-6-(1-methylpyrazol-4-yl)pyrido[2,3-d]pyrimidin-7-one C1(CC1)N1C(=NC(=C1)C(F)(F)F)C1=CC=C(C=C1)CN1C(C(=CC2=C1N=C(N=C2C)C=2C(=NC=NC2OC)C2CC2)C=2C=NN(C2)C)=O